methyl 5-[(6-methoxy-1-methylindazol-7-yl)sulfamoyl]pyridine-2-carboximidate COC1=CC=C2C=NN(C2=C1NS(=O)(=O)C=1C=CC(=NC1)C(OC)=N)C